C1(CC1)N1N=NC(=C1)[C@]([2H])(C=1C=NC(=CC1)F)NC=1C=C2C(=C(C=NC2=C(C1)OC)C#N)NCC(C)(C)C (S)-6-(((1-cyclopropyl-1H-1,2,3-triazol-4-yl)(6-fluoropyridin-3-yl)methyl-d)amino)-8-methoxy-4-(neopentylamino)quinoline-3-carbonitrile